C(C)(C)(C)OC(=O)N1C=C(C2=CC=C(C=C12)N1C(NC(CC1)=O)=O)CC(=O)O 2-(1-(tert-butoxycarbonyl)-6-(2,4-dioxotetrahydro-pyrimidin-1(2H)-yl)-1H-indol-3-yl)acetic acid